P(=O)(OC=1CC[C@]2(CCN([C@H]2C1)C)C1=CC(=C(C=C1)OC)OC)(OC)OC [(3aS,7aS)-3a-(3,4-dimethoxyphenyl)-1-methyl-3,4,5,7a-tetrahydro-2H-indol-6-yl] dimethyl phosphate